O1C(=CC=C1)C1=NN2C(N=C(N=C2N)N2CC(CCC2)CN2CCN(CC2)C2=C(C=NC=C2)C)=N1 2-(furan-2-yl)-5-(3-((4-(3-methylpyridin-4-yl)piperazin-1-yl)methyl)piperidin-1-yl)-[1,2,4]triazolo[1,5-a][1,3,5]triazine-7-amine